1-(tert-butyl) 18-(perfluorophenyl) octadecanedioate C(CCCCCCCCCCCCCCCCC(=O)OC1=C(C(=C(C(=C1F)F)F)F)F)(=O)OC(C)(C)C